3-[[4-amino-8-(trans-4-aminocyclohexoxy)-5,5-dimethyl-6H-benzo[h]quinazolin-7-yl]-methyl-amino]-2,2-dimethyl-propanenitrile NC1=NC=NC=2C3=C(CC(C12)(C)C)C(=C(C=C3)O[C@@H]3CC[C@H](CC3)N)N(CC(C#N)(C)C)C